1-(cyclopropylmethyl-d2-oxy)-4-hydroxy-2-oxo-1,2-dihydroquinoline-3-carboxylic acid ethyl ester C(C)OC(=O)C=1C(N(C2=CC=CC=C2C1O)OC([2H])([2H])C1CC1)=O